(S)-dimethyl 5-(1-benzyl-3-(dicyclohexylphosphaneyl)-1H-naphtho[1,8-de][1,3,2]diazaborinin-2(3H)-yl)-4,7-dimethyl-6-phenethyl-1,3-dihydro-2H-indene-2,2-dicarboxylate C(C1=CC=CC=C1)N1B(N(C2=C3C1=CC=CC3=CC=C2)P(C2CCCCC2)C2CCCCC2)C=2C(=C3CC(CC3=C(C2CCC2=CC=CC=C2)C)(C(=O)OC)C(=O)OC)C